C12(CC3CC(CC(C1)C3)C2)C(=O)[O-].[Ni+2].C23(CC1CC(CC(C2)C1)C3)C(=O)[O-] nickel-adamantanecarboxylate salt